O\N=C(/N)\C1[C@H]2CN(C[C@@H]12)C1=CC=CC=C1 (1R,5S,6r,Z)-N'-hydroxy-3-phenyl-3-aza-bicyclo[3.1.0]hexane-6-carboxamidine